di-n-tricosylamine C(CCCCCCCCCCCCCCCCCCCCCC)NCCCCCCCCCCCCCCCCCCCCCCC